2-(((6-(3-(3-chloro-2-(4-(((2-hydroxyethyl)amino)methyl)-3-methoxyphenyl)pyridin-4-yl)-2-(trifluoromethyl)phenyl)-2-methoxypyridin-3-yl)methyl)amino)ethan-1-ol ClC=1C(=NC=CC1C=1C(=C(C=CC1)C1=CC=C(C(=N1)OC)CNCCO)C(F)(F)F)C1=CC(=C(C=C1)CNCCO)OC